NC1=NC=CC=C1C1=NC=2C(=NC(=CC2)C2=CC(=CC=C2)C#N)N1C1=CC=C(CN2CCC(CC2)NC2=NC(=NC=C2)C#N)C=C1 4-((1-(4-(2-(2-Aminopyridin-3-yl)-5-(3-cyanophenyl)-3H-imidazo[4,5-b]pyridin-3-yl)benzyl)piperidin-4-yl)amino)pyrimidine-2-carbonitrile